CCCCN1C(=O)C2=C3C(=CC=C(C3=C(C=C2)[N+](=O)[O-])Br)C1=O N-butyl-4-bromo-5-nitro-1,8-naphthalimide